ClP1(OCCO1)=O 2-chloro-1,3,2-dioxaphospholane-2-oxide